CC1=CC2=CC3=C(C=C(N3)C=C4C(=C(C(=N4)C=C5C(=C(C(=N5)C=C1N2)C)CCC(=O)O)CCC(=O)O)C)C 3-[18-(2-carboxyethyl)-3,8,13,17-tetramethyl-22,23-dihydroporphyrin-2-yl]propanoic acid